O=C(OCOCOCN(C)C)N(CC=1SC=CC1)CC=1SC=CC1 7-oxo-9-(2-thienyl)-8-(2-thienylmethyl)-2,4,6-trioxa-8-aza-nonyl-N,N-dimethylamine